tert-butyl ((1r,3r)-3-(4-(2-(4-((6-(5-methyl-1,2,4-oxadiazole-3-yl)pyridin-2-yl)oxy)phenyl)propan-2-yl)phenoxy)cyclobutyl)carbamate CC1=NC(=NO1)C1=CC=CC(=N1)OC1=CC=C(C=C1)C(C)(C)C1=CC=C(OC2CC(C2)NC(OC(C)(C)C)=O)C=C1